2-((R)-3-(4-chlorophenyl)-1-(4-((5R,7R)-7-hydroxy-5-methyl-6,7-dihydro-5H-cyclopenta[d]pyrimidin-4-yl)piperazin-1-yl)-1-oxopropan-2-ylamino)-N,N-dimethylacetamide ClC1=CC=C(C=C1)C[C@H](C(=O)N1CCN(CC1)C=1C2=C(N=CN1)[C@@H](C[C@H]2C)O)NCC(=O)N(C)C